O=C1CCC(C12CNCC2)=O 1,4-dioxo-7-azaspiro[4.4]nonane